dimethyl-aminoethyl methacrylate C(C(=C)C)(=O)OCC(N)(C)C